Carbonic acid, magnesium salt [Mg+2].C([O-])([O-])=O